P(=O)(O)(O)[O-].[NH4+] Ammonium dihydrogen phosphate